2-trifluoroethoxy-1,3,2-dioxaphospholane-2-oxide FC(COP1(OCCO1)=O)(F)F